4-bromophenyl-dibenzofuran BrC1=CC=C(C=C1)C1=CC=CC=2OC3=C(C21)C=CC=C3